The molecule is an amino disaccharide consisting of 6-O-methyl-beta-D-galactosamine having a beta-D-tyvelosyl residue attached at the 3-position and with the anomeric hydroxy group replaced by methoxy. It has a role as an epitope. It is an amino disaccharide and a methyl glycoside. C[C@@H]1[C@H](C[C@@H]([C@@H](O1)O[C@@H]2[C@H]([C@@H](O[C@@H]([C@@H]2O)COC)OC)N)O)O